C1(CCCCCC1)[C@@H](C=1N=C2N(N=CC(=C2)CC2C(NCC2)=O)C1)NC(OCC1=CC=CC=C1)=O benzyl ((1S)-cycloheptyl(7-((2-oxopyrrolidin-3-yl)methyl)imidazo[1,2-b]pyridazin-2-yl)methyl)carbamate